tert-butyl((6-(2-carbamoyl-6-(trifluoromethoxy)-1H-indol-1-yl)pyridin-2-yl)methyl)carbamate C(C)(C)(C)OC(NCC1=NC(=CC=C1)N1C(=CC2=CC=C(C=C12)OC(F)(F)F)C(N)=O)=O